C(=CCC)C=1OCCN1 2-butenyl-2-oxazoline